2-methoxy-5-((2-(1-methyl-1H-pyrazol-4-yl)pyridin-3-yl)methoxy)isonicotinaldehyde COC=1C=C(C=O)C(=CN1)OCC=1C(=NC=CC1)C=1C=NN(C1)C